CN1N=C(C=C1)C 2,5-dimethylpyrazole